FC(C1=C(C=CC(=C1)C(F)(F)F)C1CCC2=C(N(C1=O)CC#CC=1C=NN(C1)CS(=O)(=O)C)C=CC(=C2)F)(F)F 3-(2,4-bis(trifluoromethyl)phenyl)-7-fluoro-1-(3-(1-(methylsulfonylmethyl)-1H-pyrazol-4-yl)prop-2-ynyl)-4,5-dihydro-1H-benzo[b]azepin-2(3H)-one